(Z)-2-(11-(3-(dimethylamino)propylidene)-6,11-dihydrodibenzo[b,e]oxepin-2-yl)acetyl chloride CN(CC\C=C\1/C2=C(OCC3=C1C=CC=C3)C=CC(=C2)CC(=O)Cl)C